C(C)(C)(C)OC(=O)N1CC(C1)CN1CCN(CC1)C=1C(=CC2=C(C(C=3NC4=CC(=CC=C4C3C2=O)C#N)(C)C)C1)CC 3-((4-(3-cyano-9-ethyl-6,6-dimethyl-11-oxo-6,11-dihydro-5H-benzo[b]carbazol-8-yl)piperazin-1-yl)methyl)azetidine-1-carboxylic acid tert-butyl ester